N-(3,5-Dimethoxyphenyl)-2-ethynyl-N-(4-fluorobenzyl)thiazole-5-carboxamide COC=1C=C(C=C(C1)OC)N(C(=O)C1=CN=C(S1)C#C)CC1=CC=C(C=C1)F